(6-(allyloxy)-2,3-dichlorophenyl)-5-hydrazino-3,4-dihydro-2H-pyrrole C(C=C)OC1=CC=C(C(=C1C1N=C(CC1)NN)Cl)Cl